ClC=1N=CC2=C(N1)N=CC(=C2)C2=CC(=CC(=C2)OC)OC 2-chloro-6-(3,5-dimethoxyphenyl)pyrido[2,3-d]pyrimidine